FC(C1=CC=C(C=C1)[B-](C1=CC=C(C=C1)C(F)(F)F)(C1=CC=C(C=C1)C(F)(F)F)C1=CC=C(C=C1)C(F)(F)F)(F)F.C[NH+](CCCCCCCCCCCCCCCCCC)CCCCCCCCCCCCCCCCCC methyldioctadecyl-ammonium tetrakis(para-trifluoromethylphenyl)borate